tert-butyl (2R,4S,5S)-5-ethyl-4-((5-isopropoxypyridin-2-yl)oxy)-2-methylpiperidine-1-carboxylate C(C)[C@@H]1[C@H](C[C@H](N(C1)C(=O)OC(C)(C)C)C)OC1=NC=C(C=C1)OC(C)C